5-(imidazo[1,2-a]pyridin-6-yl)-N-(cis-3-(4-methylpiperazin-1-yl)cyclobutyl)pyrrolo[2,1-f][1,2,4]triazin-2-amine N=1C=CN2C1C=CC(=C2)C=2C=CN1N=C(N=CC12)N[C@@H]1C[C@@H](C1)N1CCN(CC1)C